(3R,6S)-6-(hydroxymethyl)tetrahydro-2H-pyran-3-amine hydrochloride Cl.OC[C@@H]1CC[C@H](CO1)N